BrC=1C=CC(=NC1)OC([2H])([2H])F 5-bromo-2-(fluoromethoxy-d2)pyridine